COC(NC=1N=C(C=2C(N1)=C(NN2)Cl)NCCCC)=O (7-(butylamino)-3-chloro-2H-pyrazolo[4,3-d]Pyrimidin-5-yl)carbamic acid methyl ester